6-bromo-2-chloro-4-hydrazinoquinazoline BrC=1C=C2C(=NC(=NC2=CC1)Cl)NN